C(CC([O-])=N)([O-])=N malonimidoate